R-ozone O=[O+][O-]